C(C)OC(CN/N=C/C1=CC(=C(C=C1)O)OC)=O 2-[(2E)-2-[(4-hydroxy-3-methoxy-phenyl)methylene]hydrazino]acetic acid ethyl ester